2-[cyano(2,6-difluoropyridin-4-yl)amino]-N-hexyl-5-methylthiazole C(#N)N(C1SC(=CN1CCCCCC)C)C1=CC(=NC(=C1)F)F